ClC1=C(C=CC=C1)C1=C(C2=C(N=C(N=C2)NC2=CC=C(C=C2)N2CCN(CC2)C)N(C1=O)C)C#C[Si](C(C)C)(C(C)C)C(C)C 6-(2-chlorophenyl)-8-methyl-2-{[4-(4-methylpiperazin-1-yl)phenyl]amino}-5-[2-(triisopropylsilyl)ethynyl]pyrido[2,3-d]pyrimidin-7-one